ClC=1C(=C(C(=O)NC[C@H]2NC[C@@H](C2)OCCCCNCCC(C(=O)N(C)C)(C2=CC=CC=C2)C2=CC=CC=C2)C(=C(C1)CC)O)OC 3-Chloro-N-(((2S,4R)-4-(4-((4-(dimethylamino)-4-oxo-3,3-diphenylbutyl)amino)butoxy)pyrrolidin-2-yl)methyl)-5-ethyl-6-hydroxy-2-methoxybenzamide